ClC=1C=C(C=CC1)[C@@H](CO)NC(=O)C=1NC2=C(C=C3C(=NN(C3=C2)C(C2=CC=CC=C2)(C2=CC=CC=C2)C2=CC=CC=C2)C2=CC=NC=C2)N1 (S)-N-(1-(3-chlorophenyl)-2-hydroxyethyl)-3-(pyridin-4-yl)-1-trityl-1,7-dihydroimidazo[4,5-f]indazole-6-carboxamide